C(NC=O)O N-(hydroxymethyl)formamide